3-[3-(2-chloro-6-methyl-4-pyridinyl)-5-(4H-1,2,4-triazol-3-ylmethylamino)pyrazolo[1,5-a]pyrimidin-2-yl]benzonitrile ClC1=NC(=CC(=C1)C=1C(=NN2C1N=C(C=C2)NCC2=NN=CN2)C=2C=C(C#N)C=CC2)C